[2-(trifluoromethyl)pyridin-4-yl]benzamide FC(C1=NC=CC(=C1)C1=C(C(=O)N)C=CC=C1)(F)F